methyl (1r,4r)-4-(((5-(3-bromo-2-chlorophenyl)-3-methoxypyrazin-2-yl)methyl)(methyl-d3)amino)cyclohexane-1-carboxylate BrC=1C(=C(C=CC1)C=1N=C(C(=NC1)CN(C1CCC(CC1)C(=O)OC)C([2H])([2H])[2H])OC)Cl